[8-(3-fluoro-6,7-dimethoxyquinolin-4-yl)-2,8-diazaspiro[4.5]decan-2-yl](imino)methyl-λ6-sulfanone FC=1C=NC2=CC(=C(C=C2C1N1CCC2(CCN(C2)[SH2](=O)C=N)CC1)OC)OC